COC1=C(C=CC(=C1)C(F)(F)F)C(C)NC(=O)OC(C(=O)OC(C)C)CC1=NC=CC=N1 Propan-2-yl 2-[({1-[2-methoxy-4-(trifluoromethyl)phenyl]ethyl}carbamoyl)oxy]-3-(pyrimidin-2-yl)propanoate